FC1=C(C(=O)NC2=CC(=CC=C2)F)C=CC(=C1)[N+](=O)[O-] 2-fluoro-N-(3-fluorophenyl)-4-nitrobenzamide